C1(=C(C(=C(C(=C1[2H])[2H])[2H])[2H])[2H])NC=1C(=C(C(=C(C1)[2H])[2H])C1=C(C(=C(C(=C1[2H])[2H])[2H])[2H])[Si](C1=C(C(=C(C(=C1[2H])[2H])[2H])[2H])[2H])(C1=C(C(=C(C(=C1[2H])[2H])[2H])[2H])[2H])C1=C(C(=C(C(=C1[2H])[2H])[2H])[2H])[2H])[2H] N-(phenyl-d5)-2'-(tris(phenyl-d5)silyl)-[1,1'-biphenyl]-2,3',4',5,5',6,6'-d7-3-amine